1-(2,3-Dichlorophenyl)-4-(2-(piperidin-4-yl)ethyl)piperazine ClC1=C(C=CC=C1Cl)N1CCN(CC1)CCC1CCNCC1